FC(S(=O)(=O)OC1=CC(=C(C(=C1)C)CC=1C=C2C(=CN1)N(C=C2C(C)C)S(=O)(=O)CC2=CC=CC=C2)C)(F)F 4-((3-isopropyl-1-toluenesulfonyl-1H-pyrrolo[2,3-c]pyridin-5-yl)methyl)-3,5-dimethylphenyl trifluoromethanesulfonate